3-(6-fluoro-1-oxo-4-(1-(prop-2-yn-1-yl)piperidin-4-yl)isoindolin-2-yl)piperidine-2,6-dione FC1=CC(=C2CN(C(C2=C1)=O)C1C(NC(CC1)=O)=O)C1CCN(CC1)CC#C